C(C=C)(=O)NCC[Si](OC)(OC)OC acrylamidoethyl-trimethoxysilane